ClC=1C=NN2C1C(=CC(=C2)C=2N=NN(C2C)C2CCN(CC2)C#N)OC(CO)C2=NC=CC=C2 4-[4-[3-chloro-4-[2-hydroxy-1-(2-pyridyl)ethoxy]pyrazolo[1,5-a]pyridine-6-yl]-5-methyl-triazol-1-yl]piperidine-1-carbonitrile